C(CCC)N(C(=O)OC[C@H](/C=C/C=C(\C)/[C@@H](C=O)[C@H](\C=C\[C@@H]([C@@](CC[C@@H](CC=O)O)(C)O)OC(C)=O)C)C)C Acetic acid [(2s,3s,4e,6s,7s,10s)-2-[(2e,4e,6s)-7-[butyl (methyl) carbamoyl] oxy-6-methylhept-2,4-dien-2-yl]-7,10-dihydroxy-3,7-dimethyl-12-oxo-1-oxododec-4-en-6-yl] ester